P(=O)(OC(C)(C)C)(OC(C)(C)C)OCCl Di-t-butyl chloromethyl phosphate